O1CC(C1)C=1C(=NC=C(C1)C1=NN=C(N1COCC[Si](C)(C)C)C(F)(F)F)C=O (oxetan-3-yl)-5-(5-(trifluoromethyl)-4-((2-(trimethylsilyl)ethoxy)methyl)-4H-1,2,4-triazol-3-yl)pyridinecarbaldehyde